FC=1C=2N(C=C(C1)NC(=O)C1=CC=3C(=NC(=CC3)C3=CCCN(C3)C(=O)OC(C)(C)C)S1)C=C(N2)C tert-butyl 5-[2-[(8-fluoro-2-methyl-imidazo[1,2-a]pyridin-6-yl)carbamoyl]thieno[2,3-b]pyridin-6-yl]-3,6-dihydro-2H-pyridine-1-carboxylate